CN(C(OC(C)(C)C)=O)C1CCNCC1 Tert-butyl methyl(piperidin-4-yl)carbamate